1,4-diisocyanato-2-methyl-cyclohexane N(=C=O)C1C(CC(CC1)N=C=O)C